7-Cyclopropyl-4-(1H-indazol-4-yl)-3-pyridin-1-ium-1-yl-1H-1,5-naphthyridin-2-one C1(CC1)C1=CN=C2C(=C(C(NC2=C1)=O)[N+]1=CC=CC=C1)C1=C2C=NNC2=CC=C1